C1(CC1)C1=NC=NC(=C1C=1N=CC2=C(N1)C(=NN2COCC[Si](C)(C)C)CC2=CC=C(C=C2)C=2N(C=C(N2)C(F)(F)F)C(C)C)OC(F)F 5-(4-cyclopropyl-6-(difluoromethoxy)pyrimidin-5-yl)-3-(4-(1-isopropyl-4-(trifluoromethyl)-1H-imidazol-2-yl)benzyl)-1-((2-(trimethylsilyl)ethoxy)methyl)-1H-pyrazolo[4,3-d]pyrimidine